S1C(=NC2=C1C=CC=C2)N2CC1(C(NC(N1)=O)=O)CC2 7-(benzo[d]thiazol-2-yl)-1,3,7-triazaspiro[4.4]nonane-2,4-dione